tert-butyl ((1R,3s,5S)-8-phenyl-8-azabicyclo[3.2.1]octan-3-yl)carbamate C1(=CC=CC=C1)N1[C@H]2CC(C[C@@H]1CC2)NC(OC(C)(C)C)=O